C(C)(=O)C1=C(C2=C(N=C(N=C2)NC2=CC=C(C=C2)N2CCN(CC2)CC2=CC=C(C=C2)CCl)N(C1=O)C1CCCC1)C 6-acetyl-2-[4-[4-[[4-(chloromethyl)phenyl]methyl]piperazin-1-yl]anilino]-8-cyclopentyl-5-methyl-pyrido[2,3-d]pyrimidin-7-one